[5-[[(5-tert-butyloxazol-2-yl)methyl]thio]thiazol-2-yl]piperidine-4-carboxamide C(C)(C)(C)C1=CN=C(O1)CSC1=CN=C(S1)N1CCC(CC1)C(=O)N